BrC=1C=CC2=C(C(=NO2)N2C(NC(CC2)=O)=O)C1 1-(5-bromobenzo[d]isoxazol-3-yl)dihydropyrimidine-2,4(1h,3h)-dione